2-(4-chloro-2,6-diisopropylphenyl)-N-(5-(2-hydroxypropan-2-yl)thiazol-2-ylsulfonyl)acetamide ClC1=CC(=C(C(=C1)C(C)C)CC(=O)NS(=O)(=O)C=1SC(=CN1)C(C)(C)O)C(C)C